distearyl (3,5-di-tert-butyl-4-hydroxybenzyl) phosphate P(=O)(OCCCCCCCCCCCCCCCCCC)(OCCCCCCCCCCCCCCCCCC)OCC1=CC(=C(C(=C1)C(C)(C)C)O)C(C)(C)C